ClC1=C(C=CC=C1)C(F)(F)F 2-chloro-trifluoromethylbenzene